O=C1N(CC(N(C1)CC(=O)N(CC1=CC(=CC=C1)N(C)C)CC1=CC=C(C=C1)OC)=O)CC(=O)N(CC1=CC=C(C=C1)OC)CC1=CC(=CC=C1)N(C)C 2,2'-(2,5-dioxopiperazine-1,4-diyl)bis(N-(3-(dimethylamino)benzyl)-N-(4-methoxybenzyl)acetamide)